Diacetoxy-[2,6-bis[(4S)-4-propan-2-yl-4,5-dihydro-1,3-oxazol-2-yl]phenyl]rhodium hydrate O.C(C)(=O)O[Rh](C1=C(C=CC=C1C=1OC[C@@H](N1)C(C)C)C=1OC[C@@H](N1)C(C)C)OC(C)=O